NC1=C(C(=C(C=N1)C1=CC=C(C=C1)O)CC)C1=CC=C(C=C1)O 4-[6-amino-4-ethyl-5-(4-hydroxyphenyl)-3-pyridyl]phenol